2-(difluoromethyl)morpholine hydrogen chloride Cl.FC(C1CNCCO1)F